C(C)C1=C(C=CC(=C1)N1[C@H]2[C@@H](NCC1)COC2)NC2=NC=C(C(=N2)C2=CC1=C(C(N(CCS1(=O)=O)C)=O)S2)C(F)(F)F 7-(2-((2-ethyl-4-((4aR,7aS)-hexahydrofuro[3,4-b]pyrazin-1(2H)-yl)phenyl)amino)-5-(trifluoromethyl)pyrimidin-4-yl)-4-methyl-3,4-dihydrothieno[2,3-f][1,4]thiazepin-5(2H)-one 1,1-dioxide